N-(5-(4,4-difluoropiperidin-1-yl)-1,3,4-thiadiazol-2-yl)-4-iodo-2-(6-azaspiro[2.5]oct-6-yl)benzamide FC1(CCN(CC1)C1=NN=C(S1)NC(C1=C(C=C(C=C1)I)N1CCC2(CC2)CC1)=O)F